4-(6-chloro-2-quinoxalinyl)phenol ClC=1C=C2N=CC(=NC2=CC1)C1=CC=C(C=C1)O